1,3-diaminoethylcyclohexane NC(C)C1CC(CCC1)N